(1R,2S,5S)-3-[(2S,3R)-3-tert-butoxy-2-[(2,2,2-trifluoroacetyl)amino]butanoyl]-N-[cyano-(3-ethynylthieno[2,3-c]pyridin-4-yl)methyl]-6,6-dimethyl-3-azabicyclo[3.1.0]hexane-2-carboxamide C(C)(C)(C)O[C@@H]([C@@H](C(=O)N1[C@@H]([C@H]2C([C@H]2C1)(C)C)C(=O)NC(C1=C2C(=CN=C1)SC=C2C#C)C#N)NC(C(F)(F)F)=O)C